C1(C=CC(N1CCN1C(C=CC1=O)=O)=O)=O 1,2-bis(maleimido)ethane